CC(CCCCCCC(C)=O)=O 2,9-Decandion